3-Methoxy-3-[4-(4,4,5,5-tetramethyl-1,3,2-dioxaborolan-2-yl)phenyl]butan-1-ol COC(CCO)(C)C1=CC=C(C=C1)B1OC(C(O1)(C)C)(C)C